ClC=1C=C(C=CC1)C1(CC1)S(=O)(=O)NCC=1SC(=CN1)C1=NOC(=N1)C(F)(F)F 3-chlorophenyl-N-((5-(5-(trifluoromethyl)-1,2,4-oxadiazol-3-yl)thiazol-2-yl)methyl)cyclopropanesulfonamide